[O-]CCCC.[O-]CCCC.[O-]CCCC.[Ga+3] gallium tributoxide